C1(=CC=CC=C1)C1=CC=CC(=N1)C(=O)N 6-phenylpicolinamide